4-AMINO-3-FLUOROPHENYLBORONIC ACID NC1=C(C=C(C=C1)B(O)O)F